COC(=O)C1=C(C2=NC=C(C(=C2S1)C1=C(C(=CC(=C1)F)F)F)F)C(C)C 6-fluoro-3-isopropyl-7-(2,3,5-trifluorophenyl)thieno[3,2-b]Pyridine-2-carboxylic acid methyl ester